C(C)NC(=O)N1CC(C1)C1=C(N=CS1)C(=O)O 5-[1-(ethylcarbamoyl)azetidin-3-yl]-1,3-thiazole-4-carboxylic acid